(1S,4s)-4-(8-(2,4-dichloro-6-fluorophenylamino)-2-((R)-1-phenylpiperidin-3-ylamino)-9H-purin-9-yl)cyclohexanecarboxamide ClC1=C(C(=CC(=C1)Cl)F)NC=1N(C2=NC(=NC=C2N1)N[C@H]1CN(CCC1)C1=CC=CC=C1)C1CCC(CC1)C(=O)N